CNC1(CCCC=2C=CSC21)C2=CC=CC=C2 N-methyl-7-phenyl-4,5,6,7-tetrahydrobenzothiophen-7-amine